FC1(CCCC=2C(=NC(=NC12)N1CCCC1)N1C[C@@H]2C([C@@H]2C1)CC(=O)O)F 2-((1R,5S,6S)-3-(8,8-difluoro-2-(pyrrolidin-1-yl)-5,6,7,8-tetrahydroquinazolin-4-yl)-3-azabicyclo[3.1.0]hexan-6-yl)acetic acid